NC1=NC=CC(=C1)C=1C(=C(C=CC1)N1C=NC(=C1)C1=NC(=NC=C1C(F)(F)F)NC1CCN(CC1)S(=O)(=O)C)Cl 4-(1-(3-(2-aminopyridin-4-yl)-2-chlorophenyl)-1H-imidazol-4-yl)-N-(1-(methylsulfonyl)piperidin-4-yl)-5-(trifluoromethyl)pyrimidin-2-amine